NC1=NC=CC=C1C1=NC=2C(=NC(=CC2)C2=CC=CC=C2)N1C1=CC=C(C=C1)CN([C@@H]1CC[C@H](CC1)C(=O)OC)C trans-methyl 4-[[4-[2-(2-amino-3-pyridyl)-5-phenyl-imidazo[4,5-b]pyridin-3-yl]phenyl]methyl-methyl-amino]cyclohexanecarboxylate